2-[2-(2-methoxyethoxy)ethoxy]oxirane COCCOCCOC1OC1